ClC=1C=C(\C=C/2\C(N(C(S2)=O)CC(=O)NC2=CC=C3C(=CC(OC3=C2)=O)C)=O)C=CC1 (Z)-2-(5-(3-chlorobenzylidene)-2,4-dioxothiazolidin-3-yl)-N-(4-methyl-2-oxo-2H-chromen-7-yl)acetamide